ClC1=NC(=CC=C1B(O)O)C (2-chloro-6-methyl-3-pyridyl)boronic acid